The molecule is a member of the class of prostaglandins G that is 9alpha,11alpha-epidioxy-13-trans-prostenoic acid carrying an additional hydroperoxy substituent at the 15S-position. It has a role as a human metabolite. It is a prostaglandins G, a peroxol and an olefinic compound. It is a conjugate acid of a prostaglandin G1(1-). CCCCC[C@@H](/C=C/[C@H]1[C@H]2C[C@@H]([C@@H]1CCCCCCC(=O)O)OO2)OO